O=C1NC(CCC1C1=NN(C2=C1C=NC(=C2)N2CCC(CC2)N(C(OC(C)(C)C)=O)C)C)=O tert-butyl N-[1-[3-(2,6-dioxo-3-piperidyl)-1-methyl-pyrazolo[4,3-c]pyridin-6-yl]-4-piperidyl]-N-methyl-carbamate